(S)-1-methylpyrrolidin-2-yl-methanol CN1[C@@H](CCC1)CO